N(=[N+]=[N-])[C@](C)(CC)C1=CN=C(C2=CN=C(C=C12)Cl)O[C@H](C)CCS(=O)C 4-((R)-2-azidobut-2-yl)-6-chloro-1-(((2R)-4-(methylsulfinyl)butan-2-yl)oxy)-2,7-naphthyridine